3,5-di-tertbutyl-4-hydroxy-benzylphosphonate C(C)(C)(C)C=1C=C(CP([O-])([O-])=O)C=C(C1O)C(C)(C)C